C1(CC1)C1=C2C=C(NC2=CC(=C1)C(=O)N1[C@@H](C2=CC=CC=C2CC1)C)C1=C(C=C(C=C1)[C@@H]1[C@H](C1)C(=O)O)F (1S,2S)-2-(4-(4-cyclopropyl-6-((R)-1-methyl-1,2,3,4-tetrahydroisoquinoline-2-carbonyl)-1H-indol-2-yl)-3-fluorophenyl)cyclopropane-1-carboxylic acid